C1(CC1)C1=C(C(=NO1)C1=C(C=CC=C1Cl)Cl)CO[C@@H]1[C@H]2CN([C@@H](C1)C2)C(=O)OC(C)(C)C |r| tert-butyl (1RS,4RS,5SR)-5-((5-cyclopropyl-3-(2,6-dichlorophenyl) isoxazol-4-yl)methoxy)-2-azabicyclo[2.2.1]heptane-2-carboxylate